2-((1-((3-((4-cyanobenzyl)carbamoyl)-1-methyl-7-oxo-4,5-dihydro-1H-pyrazolo[3,4-c]pyridin-6(7H)-yl)methyl)cyclopropyl)sulfonyl)-2-methylpropanoic acid C(#N)C1=CC=C(CNC(=O)C2=NN(C=3C(N(CCC32)CC3(CC3)S(=O)(=O)C(C(=O)O)(C)C)=O)C)C=C1